NC1=C(C=CC=C1)C1=CC=2NC3=CC=CC=C3C2C=C1 2-(2'-aminophenyl)carbazole